[Br-].[Br-].C(CCCCCCC)N1C=CC(C=C1)=C1C=CN(C=C1)CCCCCCCC 1,1'-di-N-octyl-4,4'-bipyridine dibromide